ClC1=C(C=C(C=C1)C=1C=NN(C1)C1=C(C(=NN1C)OS(=O)(=O)C(C(F)(F)F)(C(F)(F)F)F)C(F)(F)F)C(N(C(COC)=O)C1(CC1)C#N)=O [5-[4-[4-chloro-3-[(1-cyanocyclopropyl)-(2-methoxyacetyl)carbamoyl] phenyl]pyrazol-1-yl]-1-methyl-4-(trifluoromethyl)pyrazol-3-yl]1,1,1,2,3,3,3-heptafluoropropane-2-sulfonate